C(C)C=1C=C(C=C(C1C1(C(C(=CC2=CC=CC=C12)\N=N\[H])N)S(=O)(=O)O)CC)C1=CC(=C(C(=C1)CC)C1(C(C(=CC2=CC=CC=C12)\N=N\[H])N)S(=O)(=O)O)CC 1,1'-(3,3',5,5'-tetraethyl[1,1'-biphenyl]-4,4'-diyl)bis{2-amino-3-[(E)-diazenyl]naphthalene-1-sulfonic acid}